methylamine glycolate C(CO)(=O)O.CN